2'-(2-(4-([1,1'-biphenyl]-2-yl)-6-phenylpyrimidin-2-yl)phenyl)spiro[cyclohexane-1,9'-fluorene]-7'-carbonitrile C1(=C(C=CC=C1)C1=NC(=NC(=C1)C1=CC=CC=C1)C1=C(C=CC=C1)C1=CC=2C3(C4=CC(=CC=C4C2C=C1)C#N)CCCCC3)C3=CC=CC=C3